C(C)(=O)C1=NN(C2=CC=C(C=C12)C=1C=NC(=NC1)C)CC(=O)N1[C@@H](C[C@H](C1)F)C(=O)NC1=NC=C(C=C1Br)F (2S,4R)-1-(2-(3-acetyl-5-(2-methylpyrimidin-5-yl)-1H-indazol-1-yl)acetyl)-N-(3-bromo-5-fluoropyridin-2-yl)-4-fluoropyrrolidine-2-carboxamide